methyl benzoylformate (methyl 2-oxo-2-phenylacetate) CC1=C(C=CC=C1)C(C(=O)O)=O.C(C1=CC=CC=C1)(=O)C(=O)OC